FC=1C=C(C=C(C1)N1C2=CC=CC=C2C=2C=CC=CC12)NC1=CC=CC=C1 3-fluoro-5-(9H-carbazol-9-yl)-N,N-diphenylamine